bis-feruloyl-putrescine C(\C=C\C1=CC(OC)=C(O)C=C1)(=O)N(CCCCN)C(\C=C\C1=CC(OC)=C(O)C=C1)=O